3-(Benzylamino)-1-(2-bromophenyl)-2-propen-1-one C(C1=CC=CC=C1)NC=CC(=O)C1=C(C=CC=C1)Br